COC(=O)[C@@H]1OC[C@@H](C1)NC(=O)C1(CC(=NO1)C1=CC(=CC(=C1)Cl)Cl)C=C.C1(=C(C(=CC=C1)C)C)OP(OC1=C(C(=CC=C1)C)C)(=O)OP(=O)(OC1=C(C(=CC=C1)C)C)OC1=C(C(=CC=C1)C)C.OC1=CC=C(C=C1)C(C)(C)C1=CC=C(C=C1)O |o1:4,7| bisphenol A tetraxylyl-diphosphate methyl-rel-(2R,4R)-4-[[3-(3,5-dichlorophenyl)-5-vinyl-4H-isoxazole-5-carbonyl]amino]tetrahydrofuran-2-carboxylate